BrC=1N=C(C=2N(C1)N=CN2)NC2=CC(=C(C=C2)N2CCN(CC2)CCO)OC 2-(4-(4-((6-bromo-[1,2,4]triazolo[1,5-a]pyrazin-8-yl)amino)-2-methoxyphenyl)piperazin-1-yl)ethan-1-ol